2-(2-phenyl-1,2,3,4-tetrahydroquinoline-6-yl)propan-2-ol C1(=CC=CC=C1)C1NC2=CC=C(C=C2CC1)C(C)(C)O